3-(2,4-dimethyl-1H-imidazol-1-yl)-2-fluorophenyl trifluoromethanesulfonate FC(S(=O)(=O)OC1=C(C(=CC=C1)N1C(=NC(=C1)C)C)F)(F)F